3-fluoro-5-chlorobenzamide FC=1C=C(C(=O)N)C=C(C1)Cl